O.CS(=O)(=O)O.ClC1=CC=C(C=C1)NC([C@H](C)C1CCC(CC1)C1=CC=NC2=CC=C(C=C12)F)=O (R)-N-(4-chlorophenyl)-2-((1S,4S)-4-(6-fluoroquinolin-4-yl)cyclohexyl)propanamide methanesulfonic acid salt monohydrate